r-((4-(Aminomethyl)pyridin-2-yl)sulfonyl)-5'-(1,1-dioxidothiomorpholine-4-carbonyl)-[1,3'-bipiperidin]-2-one NCC1=CC(=NC=C1)S(=O)(=O)[C@H]1C(N(CCC1)C1CNCC(C1)C(=O)N1CCS(CC1)(=O)=O)=O